BrC1=NC=2N(C(NC(C2N1C)=O)=O)C 8-bromo-3,7-dimethyl-3,7-dihydro-1H-purine-2,6-dione